tert-butyl-3-carbamoyl-5-(1H-pyrrolo[2,3-b]pyridin-3-yl)-3,6-dihydropyridine-1(2H)-carboxylate C(C)(C)(C)OC(=O)N1CC(C=C(C1)C1=CNC2=NC=CC=C21)C(N)=O